FC1=CC2=C(C(CC3(CCC3)O2)(O)CS(=O)(=O)NC(OC(C)(C)C)=O)C=C1 tert-butyl N-({7-fluoro-4-hydroxy-3,4-dihydrospiro[1-benzopyran-2,1'-cyclobutan]-4-yl}methanesulfonyl)carbamate